3-(phenylmethylthio)-2-(2-((tert-butyldimethylsilyl)oxy)ethoxy)-5-(trifluoromethyl)pyridine C1(=CC=CC=C1)CSC=1C(=NC=C(C1)C(F)(F)F)OCCO[Si](C)(C)C(C)(C)C